N'-(decane-1,10-diylbis-1(4H)-pyridinyl-4-ylidene)bis(octylammonium) dichloride [Cl-].[Cl-].C(CCCCCCCCCN1C=CC(C=C1)=[NH+]CCCCCCCC)N1C=CC(C=C1)=[NH+]CCCCCCCC